methacryloyloxyethyltrimethylammonium chloride [Cl-].C(C(=C)C)(=O)OCC[N+](C)(C)C